ethyl-5-(3-iodophenoxy)-1H-1,2,3-triazole-4-carboxylic acid C(C)N1N=NC(=C1OC1=CC(=CC=C1)I)C(=O)O